2,3,4-trifluoro-5-vinylbenzoic acid FC1=C(C(=O)O)C=C(C(=C1F)F)C=C